NC(C[C@H](C(=O)N1CCN(CC1)C=1C2=C(N=CN1)[C@@H](C[C@H]2C)O)C2=CC=C(C=C2)Cl)(C)C (S)-4-amino-2-(4-chlorophenyl)-1-(4-((5R,7R)-7-hydroxy-5-methyl-6,7-dihydro-5H-cyclopenta[d]pyrimidin-4-yl)piperazin-1-yl)-4-methylpentan-1-one